C(C=1C(C(=O)OCCO)=CC=CC1)(=O)OCCOC(C=C)=O 2-(acryloyloxy)ethyl (2-hydroxyethyl) phthalate